ClC=1C(=CC(=NC1)N1CCC(CC1)C(=O)N(C)C)NC=1C=C2C(=CC(N(C2=CC1)C)=O)NC(C)C1=NC=CC=N1 1-(5-chloro-4-((1-methyl-2-oxo-4-((1-(pyrimidin-2-yl)ethyl)amino)-1,2-dihydroquinolin-6-yl)amino)pyridin-2-yl)-N,N-dimethylpiperidine-4-carboxamide